ClC=1C2=C(N=CN1)NC(C(=C2)N2CCN(CC2)C(C)C)=O 4-chloro-6-(4-isopropylpiperazin-1-yl)pyrido[2,3-d]pyrimidin-7(8H)-one